C(C)OC=1C(=NC=CC1)OC=1C=C(C=CC1)C1=CN=CC(=N1)NC1=CC=CC(=N1)C=1C=C(C=CC1)CC(C(=O)O)(C)C 3-(3-(6-((6-(3-((3-ethoxypyridin-2-yl)oxy)phenyl)pyrazin-2-yl)amino)pyridin-2-yl)phenyl)-2,2-dimethylpropanoic acid